N-[(6-Amino-2-pyridyl)sulfonyl]-6-(6-isopropoxy-3-pyridyl)-2-[3-(2-pyridyl)-1-piperidyl]pyridin-3-carboxamid NC1=CC=CC(=N1)S(=O)(=O)NC(=O)C=1C(=NC(=CC1)C=1C=NC(=CC1)OC(C)C)N1CC(CCC1)C1=NC=CC=C1